5-isocyanato-N,N,2-trimethylaniline N(=C=O)C=1C=CC(=C(N(C)C)C1)C